COC(=O)N1CCN(CC1)C(=O)C=1C2=C(N(N1)CC(=O)N1CCN(CC1)C1=C(C(=CC=C1)C)C)CCC2 methyl-4-(1-{2-[4-(2,3-dimethylphenyl)piperazin-1-yl]-2-oxoethyl}-1,4,5,6-tetrahydrocyclopenta[c]pyrazole-3-carbonyl)piperazine-1-carboxylate